5-fluoro-1-(6-methylpyridin-3-yl)-1H-benzo[d]imidazol-2(3H)-one FC1=CC2=C(N(C(N2)=O)C=2C=NC(=CC2)C)C=C1